ClC1=C(C=CC=C1)\C=N\C=1C=NC=C(C1)F (E)-1-(2-chlorophenyl)-N-(5-fluoropyridin-3-yl)methanimine